9-(4-(tert-butyl)pyridin-2-yl)-6-(2-phenylpropan-2-yl)-9H-carbazol-2-ol C(C)(C)(C)C1=CC(=NC=C1)N1C2=CC=C(C=C2C=2C=CC(=CC12)O)C(C)(C)C1=CC=CC=C1